N([C@@H](CCCNC(N)=N)C(=O)O)C(C(=O)O)CC(=O)O.[N+](=O)([O-])C=1C(=C(C(=C(O)C1)[N+](=O)[O-])O)[N+](=O)[O-] trinitroresorcinol arginino-succinate